2-((5'-Benzoyl-2'-chloro-6-cyano-2-fluoro-[1,1'-biphenyl]-3-yl)oxy)-N,N-dimethylacetamide C(C1=CC=CC=C1)(=O)C=1C=CC(=C(C1)C1=C(C(=CC=C1C#N)OCC(=O)N(C)C)F)Cl